C(C)(C)(C)OC(=O)N1C[C@H](CCC1)N1CCC(CC1)=O.FC(C=1C=CC(=NC1)COC1=NC(=CC=C1)C1CCNCC1)(F)F 5-trifluoromethyl-2-(((6-(piperidin-4-yl)pyridin-2-yl)oxy)methyl)pyridin tert-butyl-(3S)-3-(4-oxo-1-piperidyl)piperidine-1-carboxylate